C(C)(C)(C)OC(=O)N1C(CNC(C1)CC)CC 2,5-diethylpiperazine-1-carboxylic acid tert-butyl ester